sodium thiocyanate salt [S-]C#N.[Na+]